COC1=NC=C(C2=C1N=C(S2)NC(=O)N2CCC1(CNC(O1)=O)CC2)C=2C=NN(C2)C 2-Oxo-1-oxa-3,8-diaza-spiro[4.5]decane-8-carboxylic acid [4-methoxy-7-(1-methyl-1H-pyrazol-4-yl)-thiazolo[4,5-c]pyridin-2-yl]-amide